C1(CCCC1)NCC1=CC(=C2CN(C(C2=C1)=O)C1=CC(=CC=C1)C1(CC(C1)(F)F)CC1=NN=CN1C)C(F)(F)F 6-((cyclopentylamino)methyl)-2-(3-(3,3-difluoro-1-((4-methyl-4H-1,2,4-triazol-3-yl)methyl)cyclobutyl)phenyl)-4-(trifluoromethyl)isoindolin-1-one